7-(4-aminophenyl)heptanamid NC1=CC=C(C=C1)CCCCCCC(=O)N